FC(S(=O)(=O)NC(C)=O)(F)F N-(trifluoromethylsulfonyl)acetamide